CCCCC(C(=O)O)O hydroxycaproic acid